8-(((tert-butyldimethylsilyl)oxy)methyl)-1,2,3,4-tetrahydroquinoline [Si](C)(C)(C(C)(C)C)OCC=1C=CC=C2CCCNC12